N1C(=CC2=CC=CC=C12)C(=O)N1CC2=C(CC1)N=C(S2)NC[C@H]2[C@H]1CC[C@@H](C2)O1 |r| (+/-)-trans-5-(1H-indole-2-carbonyl)-N-{[(1R,2S,4S)-7-oxabicyclo[2.2.1]heptan-2-yl]methyl}-4H,5H,6H,7H-[1,3]thiazolo[5,4-c]pyridin-2-amine